[Si](C)(C)(C(C)(C)C)OC(C)(C)C1(CC2=CC=CC=C2C1)NCC(C(F)(F)F)NC(OCC1=CC=CC=C1)=O Benzyl (3-((2-(2-((tert-butyldimethylsilyl)oxy)propan-2-yl)-2,3-dihydro-1H-inden-2-yl)amino)-1,1,1-trifluoropropan-2-yl)carbamate